(+)-3-(3-fluoro-2-methylanilino)-2-(3-{[2-methyloxetan-2-yl]methoxy}pyridin-4-yl)-1,5,6,7-tetrahydro-4H-pyrrolo[3,2-c]pyridin-4-one FC=1C(=C(NC2=C(NC3=C2C(NCC3)=O)C3=C(C=NC=C3)OCC3(OCC3)C)C=CC1)C